NC=1C=2N(C3=C(N1)C=NC(=C3)C(=O)N3[C@@H](COC[C@@H]3C3=NC=C(C=C3)C(F)(F)F)C)C=NC2 (4-aminoimidazo[1,5-a]pyrido[3,4-e]pyrazin-8-yl)((3R,5S)-3-methyl-5-(5-(trifluoromethyl)pyridin-2-yl)morpholino)methanone